FC=1C(=C(C=CC1F)[C@H]1[C@@H](O[C@]([C@H]1OCC)(C(F)(F)F)C)C(=O)NC1=CC(=NC=C1)C(=O)OC)OC methyl 4-((2R,3R,4S,5R)-3-(3,4-difluoro-2-methoxyphenyl)-4-ethoxy-5-methyl-5-(trifluoromethyl)tetrahydrofuran-2-carboxamido)picolinate